NCC1=NNC(C2=CC=C(C=C12)C=1C=NN(C1C1=C(C#N)C=C(C(=C1)Cl)C)C)=O 2-(4-(4-(aminomethyl)-1-oxo-1,2-dihydrophthalazin-6-yl)-1-methyl-1H-pyrazol-5-yl)-4-chloro-5-methylbenzonitrile